α,3-dichloro-4-cyclohexylphenylacetic acid ClC(C(=O)O)C1=CC(=C(C=C1)C1CCCCC1)Cl